4-(4-fluoro-benzimidazol-1-yl)-phenylamine FC1=CC=CC=2N(C=NC21)C2=CC=C(C=C2)N